Cl.C(C)N1C(=NC2=C1C=1OC(=CC(C1C=C2F)=O)C2CNCC2)C(F)(F)F 1-ethyl-4-fluoro-8-(pyrrolidin-3-yl)-2-(trifluoromethyl)chromeno[7,8-d]imidazol-6(1H)-one hydrochloride